BrCC1=COC2=C1C(=CC=C2)Cl 3-(bromomethyl)-4-chlorobenzofuran